butyl-2-(((tert-butyldimethylsilyl)oxy)methyl)-3-fluoro-5,6-dihydroimidazo[1,2-a]pyrazine C(CCC)C1CN=CC=2N1C(=C(N2)CO[Si](C)(C)C(C)(C)C)F